(R)-3-((5-chloro-4-(6-cyano-1H-pyrrolo[2,3-b]pyridin-3-yl)pyrimidin-2-yl)amino)pyrrolidine-1-carboxylic acid tert-butyl ester C(C)(C)(C)OC(=O)N1C[C@@H](CC1)NC1=NC=C(C(=N1)C1=CNC2=NC(=CC=C21)C#N)Cl